BrC1=C(C(=NC(=C1F)Cl)Cl)C(=O)NC(=N)S.C(C)(C)(C)C=1C(=C(C=C(C1)CCC(=O)OCCCCCCCC)N1N=C2C(=N1)C=CC=C2)O 2-(3'-tert-butyl-2'-hydroxy-5'-(2-octyloxycarbonylethyl)phenyl)benzotriazole N-(4-bromo-2,6-dichloro-5-fluoropyridine-3-carbonyl)carbamimidothioate